2-((2r,6s)-2,6-dimethylmorpholinyl)-5-fluoropyrimidin-4-amine C[C@@H]1CN(C[C@@H](O1)C)C1=NC=C(C(=N1)N)F